BrC=1C=C(C(=NC1)N[C@@H]1C[C@H](CC1)NC1=NC=C(C=N1)OC(F)F)C (1S,3S)-N1-(5-bromo-3-methylpyridin-2-yl)-N3-(5-(difluoromethoxy)pyrimidin-2-yl)cyclopentane-1,3-diamine